[3-(4-bromophenoxy)azetidin-1-yl]-tetrahydropyran-4-yl-methanone BrC1=CC=C(OC2CN(C2)C(=O)C2CCOCC2)C=C1